(S*)-Ethyl 7-(methylcarbamoyl)-3-phenyl-2,3-dihydrobenzofuran-5-carboxylate CNC(=O)C1=CC(=CC=2[C@@H](COC21)C2=CC=CC=C2)C(=O)OCC |o1:9|